C(C)(=O)OC[C@@H](COC1=CC=C(C=C1)S(=O)(=O)C1=CC(=C(C(=C1)Cl)OCCCCl)Cl)OC(C)=O (R)-3-(4-((3,5-dichloro-4-(3-chloropropoxy)phenyl) sulfonyl) phenoxy)propane-1,2-diyl diacetate